N1(CCNCC1)C1CN(C1)C(=O)OC(C)(C)C tert-butyl 3-(1-piperazinyl)-1-azetidinecarboxylate